rac-trans-6-(5-methoxypyridin-3-yl)-4-azaspiro[2.4]heptane-7-carbonitrile COC=1C=C(C=NC1)[C@@H]1CNC2(CC2)[C@H]1C#N |r|